methyl (3R,4R)-4-[{[3,5-bis(trifluoromethyl)phenyl](methyl)carbamoyl}(methyl)amino]-3-(4-fluorophenyl)piperidine-1-carboxylate FC(C=1C=C(C=C(C1)C(F)(F)F)N(C(=O)N([C@H]1[C@@H](CN(CC1)C(=O)OC)C1=CC=C(C=C1)F)C)C)(F)F